C1CCC2=C(C=3CCCC3C=C12)NC(=O)N=[S@](=O)(N)C=1C=NN2C1O[C@](C2)(C)COC (R,2S)-N'-((1,2,3,5,6,7-hexahydro-s-indacen-4-yl)carbamoyl)-2-(methoxymethyl)-2-methyl-2,3-dihydropyrazolo[5,1-b]oxazole-7-sulfonimidamide